C(C)N1N=CC(=C1)C1=CC=2N(N=C1C)C(=CN2)C2=C1C=CC(=NC1=NC=C2)C2=NC=CC=C2 5-(7-(1-Ethyl-1H-pyrazol-4-yl)-6-methylimidazo[1,2-b]pyridazin-3-yl)-2-(pyridin-2-yl)-1,8-naphthyridine